(R)-tert-butyl 2-oxopiperidin-3-ylcarbamate O=C1NCCC[C@H]1NC(OC(C)(C)C)=O